C(CCCCCCCCCCCCCCC)(=O)C(C(C)C(CCCCCCCCCCCCCCC)=O)N 1,2-dipalmitoyl-propylamine